ClC=1N=NC(=CC1C(CC=C)NC(OC(C)(C)C)=O)C1=C(C=C(C=C1)[N+](=O)[O-])NC(CCC=C)=O tert-Butyl 1-(3-chloro-6-(4-nitro-2-pent-4-enamidophenyl)pyridazin-4-yl)but-3-enylcarbamate